4a,9a-Dihydroanthraquinone C1=CC=CC2C(C3=CC=CC=C3C(C12)=O)=O